tert-butyl (cyclobutylmethyl)((3R)-1-(1-(1-(3-(5-methoxypyridin-3-yl)isothiazol-5-yl)ethyl)-2-oxo-1,2-dihydropyridin-4-yl)piperidin-3-yl)carbamate C1(CCC1)CN(C(OC(C)(C)C)=O)[C@H]1CN(CCC1)C1=CC(N(C=C1)C(C)C1=CC(=NS1)C=1C=NC=C(C1)OC)=O